FC(CCCCCCCCCCCCCCCO)(F)F 16,16,16-trifluorohexadecan-1-ol